CN(CCC=C(C(=O)N)C)C 2-(Dimethylamino)ethylmethacrylamid